9-(4-((1-(3,3-difluoropropyl)azetidin-3-ylidene)methyl)phenyl)-8-(6-fluoro-2,3-dihydro-1H-inden-4-yl)-6,7-dihydro-5H-benzo[7]annulene-3-carboxylic acid FC(CCN1CC(C1)=CC1=CC=C(C=C1)C1=C(CCCC2=C1C=CC(=C2)C(=O)O)C2=C1CCCC1=CC(=C2)F)F